(2S)-2-((2-((1-ethoxy-3,3-dimethyl-1,3-dihydroisobenzofuran-5-yl)amino)-5-(3-(quinuclidin-4-yl)-1,2,4-oxadiazol-5-yl)pyridin-4-yl)amino)-2-phenylethan-1-ol C(C)OC1OC(C2=CC(=CC=C12)NC1=NC=C(C(=C1)N[C@H](CO)C1=CC=CC=C1)C1=NC(=NO1)C12CCN(CC1)CC2)(C)C